3-[4-(5,5-Difluoro-2,7-diazaspiro[3.5]nonan-2-yl)-5-methoxy-3-methyl-2-oxo-benzimidazol-1-yl]piperidine-2,6-dione FC1(C2(CN(C2)C2=C(C=CC=3N(C(N(C32)C)=O)C3C(NC(CC3)=O)=O)OC)CCNC1)F